C(C1=CC=CC=C1)S(=O)/C(=C/NC(=S)N=NC1=C(NC2=CC=CC=C12)O)/C1=CC=CC=C1 1-[(E)-2-benzylsulfinyl-2-phenylethenyl]-3-[(2-hydroxy-1H-indol-3-yl)imino]thiourea